2-ethylbutyl ((((2R,3S,4R,5R)-5-(4-aminopyrrolo[2,1-f][1,2,4]triazin-7-yl)-5-cyano-3,4-dihydroxytetrahydrofuran-2-yl)methoxy)(phenoxy)phosphoryl)-D-alaninate NC1=NC=NN2C1=CC=C2[C@]2([C@@H]([C@@H]([C@H](O2)COP(=O)(OC2=CC=CC=C2)N[C@H](C)C(=O)OCC(CC)CC)O)O)C#N